C(CC#C)C1(N=N1)CCOC=1C=2N(C=C(C1)NC(=O)C1=CC=C(C3=CN(N=C13)C)N1CCN(CC1)C(=O)OC(C)(C)C)C(=C(N2)C)C tert-butyl 4-[7-[[8-[2-(3-but-3-ynyldiazirin-3-yl)ethoxy]-2,3-dimethyl-imidazo[1,2-a]pyridin-6-yl]carbamoyl]-2-methyl-indazol-4-yl]piperazine-1-carboxylate